O=S1C=2N(CCC1)N=C(N2)N[C@@H]2C[C@H](CC2)NC=2C(=NC=CN2)C=2C=CC(NC2)=O 5-[[[(1S,3S)-3-[(4-oxo-6,7-dihydro-5H-[1,2,4]triazolo[5,1-b][1,3]thiazin-2-yl)amino]cyclopentyl]amino]pyrazin-2-yl]pyridin-2-one